O=C1C[C@@H]2C[C@H](N(C[C@@H]2CC1)C(=O)OC(C)(C)C)C(=O)OCCCCCCCCC 2-tert-butyl 3-nonyl (3S,4aS,8aR)-6-oxo-decahydroisoquinoline-2,3-dicarboxylate